(±)-N-(3-bromophenyl)-7-(6-fluoroquinolin-4-yl)spiro[3.5]nonane-1-carboxamide BrC=1C=C(C=CC1)NC(=O)[C@@H]1CCC12CCC(CC2)C2=CC=NC1=CC=C(C=C21)F |r|